2-heptylnonanoic acid C(CCCCCC)C(C(=O)O)CCCCCCC